C(C1=CC=CC=C1)C1=NC(=CC2=C1N=C(N=C2)N[C@H]2[C@H](COC2)NC(C=C)=O)C2=C(C(=CC(=C2Cl)OC)OC)Cl N-((3R,4S)-4-((8-benzyl-6-(2,6-di-chloro-3,5-dimethoxyphenyl)pyrido[3,4-d]pyrimidin-2-yl)amino)tetrahydro-furan-3-yl)acrylamide